N-(4-{3-azabicyclo[3.1.0]hexan-3-ylmethyl}-3,5-difluorophenyl)-2-(pyrrolidin-1-yl)-5-(2,2,2-trifluoroethyl)-1,3-oxazole-4-carboxamide C12CN(CC2C1)CC1=C(C=C(C=C1F)NC(=O)C=1N=C(OC1CC(F)(F)F)N1CCCC1)F